NC1=C(C(N(C2=CC(=CC=C12)C(F)(F)F)C1=CC(=CC=C1)CC)=O)C(=O)OC methyl 4-amino-1-(3-ethylphenyl)-2-oxo-7-(trifluoromethyl)-1,2-dihydroquinoline-3-carboxylate